N-(1-(6-cyclopropyl-8-(3-methyl-2,4-dioxoimidazolidin-1-yl)imidazo[1,2-b]pyridazin-2-yl)ethyl)-2-methylpropane-2-sulfinamide C1(CC1)C=1C=C(C=2N(N1)C=C(N2)C(C)NS(=O)C(C)(C)C)N2C(N(C(C2)=O)C)=O